3-(phenethylamino)-6-(pyrimidin-5-yl)pyrazin C(CC1=CC=CC=C1)NC=1C=NC(=CN1)C=1C=NC=NC1